FC(CNC(=O)C=1C=NN2C1C=C(C=C2)C2=CNC1=NC(=CC=C12)CO)F N-(2,2-difluoroethyl)-5-(6-(hydroxymethyl)-1H-pyrrolo[2,3-b]pyridin-3-yl)pyrazolo[1,5-a]pyridine-3-carboxamide